N-methyl-6-(2-methyl-2H-indazol-5-yl)-N-(pyrrolidin-3-yl)-1,3-benzothiazol-2-amine hydrochloride Cl.CN(C=1SC2=C(N1)C=CC(=C2)C2=CC1=CN(N=C1C=C2)C)C2CNCC2